FC(CCOC)(F)C1C(CCC(C1)O)=O (1,1-difluoro-3-methoxypropyl)-4-hydroxycyclohexane-1-one